C(C)(=O)O[C@@H]1[C@H](O[C@@H]([C@H]([C@H]1OC(C)=O)OC(C)=O)OC1=CC(=C(C=C1)NC(=O)NCCCCC#C)O)CCP(O)(O)=O (2-((2R,3R,4S,5S,6R)-3,4,5-triacetoxy-6-(4-(3-(hex-5-yn-1-yl)ureido)-3-hydroxyphenoxy)tetrahydro-2H-pyran-2-yl)ethyl)phosphonic acid